ON=C(N)C1=NC=C(N=C1)NC1=NC(=NO1)C1=NC=C(C=C1)C(F)(F)F N'-hydroxy-5-((3-(5-(trifluoromethyl)pyridin-2-yl)-1,2,4-oxadiazol-5-yl)amino)pyrazine-2-carboximidamide